N[C@H]1CCCO[C@@H]1C1=C(C=CC(=C1)F)F (3R,5S,6R)-5-amino-6-(2,5-difluorophenyl)tetrahydropyran